C[C@]12CCC(=O)C=C1CC[C@@H]3[C@@H]2C(=O)C[C@]4([C@H]3CCC4=O)C The molecule is a 3-oxo Delta(4)-steroid that is androst-4-ene carrying three oxo-substituents at positions 3, 11 and 17. It has a role as an androgen, a human urinary metabolite, a marine metabolite and an EC 1.1.1.146 (11beta-hydroxysteroid dehydrogenase) inhibitor. It is a 3-oxo-Delta(4) steroid, a 17-oxo steroid, an androstanoid and an 11-oxo steroid. It derives from a hydride of an androstane.